O1C=NC2=C1C(=CC=C2)C(CC)O (benzo[d]oxazol-7-yl)propan-1-ol